N=1C(N=CC1)=[Se] imidazolselenone